1-benzyl-4-[3-(dibenzylamino)-2-fluoro-4-nitrophenyl]piperidine-4-carboxylic acid sodium salt [Na+].C(C1=CC=CC=C1)N1CCC(CC1)(C(=O)[O-])C1=C(C(=C(C=C1)[N+](=O)[O-])N(CC1=CC=CC=C1)CC1=CC=CC=C1)F